C(C)(C)(C)OC(=O)N1C(CCC1)CNC(=O)C1=C(OC2=C1C=C(C=C2)OCC2=CC=CC=C2)C 2-((5-(benzyloxy)-2-methylbenzofuran-3-carboxamido)methyl)pyrrolidine-1-carboxylic acid tert-butyl ester